ClC1=CC=C(C=N1)[C@H](C)CS([O-])=NC#N {[(1S)-1-(6-chloropyridin-3-yl)ethyl](methyl)oxido-λ4-sulphanylidene}cyanamide